(R)-3-isopropoxy-N-(2-(2-((1-(2-methoxyethyl)-1H-pyrazol-4-yl)amino)-pyrimidin-4-yl)-6,7,8,9-tetrahydro-5H-benzo[7]annulen-5-yl)azetidine-1-carboxamide C(C)(C)OC1CN(C1)C(=O)N[C@@H]1CCCCC2=C1C=CC(=C2)C2=NC(=NC=C2)NC=2C=NN(C2)CCOC